ClC=1C(=NC=CC1SC=1N=C(C(=NC1)N1CCC(CC1)(C)CNC(OC(C)(C)C)=O)CO)NC1CCNCC1 tert-butyl ((1-(5-((3-chloro-2-(piperidin-4-ylamino)pyridin-4-yl)thio)-3-(hydroxymethyl)pyrazin-2-yl)-4-methylpiperidin-4-yl)methyl)carbamate